[Br-].CC(CCSC(=[N+](C)C)N(C)C)CCCC(C)C 2-(3,7-dimethyloctyl)-1,1,3,3-tetramethylthiouronium bromide